N-(2-fluoro-3-methyl-4-((1-methyl-1H-benzo[d]imidazol-5-yl)oxy)phenyl)quinazolin-4-amine hydrochloride Cl.FC1=C(C=CC(=C1C)OC1=CC2=C(N(C=N2)C)C=C1)NC1=NC=NC2=CC=CC=C12